5-(4-((2-(azetidine-2-carboxamido)pyridin-4-yl)methyl)piperazin-1-yl)-N,6-dimethylpicolinamide N1C(CC1)C(=O)NC1=NC=CC(=C1)CN1CCN(CC1)C=1C=CC(=NC1C)C(=O)NC